C(CC\C=C/CCCCC)O (4Z)-dec-4-en-1-ol